S(=O)(=O)(O)CCCN1C=2C=CC(=C(C2C(C2=CC=CC=C12)=O)C)C N-sulfopropyl-dimethylacridone